7-Isopropyl-8-methyl-4-((R)-3-(methylamino)pyrrolidin-1-yl)-7,8-dihydro-6H-pyrimido[5,4-b][1,4]oxazin-2-amine C(C)(C)C1N(C2=C(OC1)C(=NC(=N2)N)N2C[C@@H](CC2)NC)C